ClC=1C=CC=C2C(C=C(OC12)C1=C(OCCN2CC(OCC2)C(=O)NS(=O)(=O)C)C=C(C=C1)C(F)(F)F)=O 4-[2-[2-(8-chloro-4-oxo-chromen-2-yl)-5-(trifluoromethyl)phenoxy]ethyl]-N-methylsulfonyl-morpholine-2-carboxamide